ClC1=NC(=C(C(=N1)Cl)C1=CC=C(C=C1)Cl)C1=CC=CC=C1 2,4-dichloro-5-(4-chlorophenyl)-6-phenylpyrimidine